5-cyano-3-methyl-N-(3-(1-methyl-1H-1,2,3-triazol-4-yl)-1H-indazol-5-yl)picolinamide C(#N)C=1C=C(C(=NC1)C(=O)NC=1C=C2C(=NNC2=CC1)C=1N=NN(C1)C)C